C(C)(C)(C)OC(=O)N1CCC(CC1)(C1=NN=C(N1)C1=CC=NC=C1)NC=1C=C(C(=O)N[C@@H](C)C2=CC=C(OCCCCCCOCCOCCOCCCCCC(=O)O)C=C2)C=CC1 (S)-6-(2-(2-(6-(4-(1-(3-(1-(tert-butoxycarbonyl)-4-(5-(pyridin-4-yl)-4H-1,2,4-triazol-3-yl)piperidin-4-ylamino)benzamido)ethyl)phenoxy)hexyloxy)ethoxy)ethoxy)hexanoic acid